5-bromo-2-(difluoromethoxy)aniline BrC=1C=CC(=C(N)C1)OC(F)F